NCCC1=CC(=C(C=C1)OCOC)OCOC 2-amino-1-(3,4-bis(methoxymethoxy)phenyl)ethane